N1,N4-bis(4-(pyridin-2-ylamino)phenyl)terephthalamide N1=C(C=CC=C1)NC1=CC=C(C=C1)NC(C1=CC=C(C(=O)NC2=CC=C(C=C2)NC2=NC=CC=C2)C=C1)=O